FC(C1=CC=C(C=N1)OC1CCN(CC1)C1=CC=C(C=N1)C1=CC(=CC=2N1C(=CN2)C#N)OCC2(CC2)O)F 5-(6-(4-((6-(difluoromethyl)pyridin-3-yl)oxy)piperidin-1-yl)pyridin-3-yl)-7-((1-hydroxycyclopropyl)methoxy)imidazo[1,2-a]pyridine-3-carbonitrile